2-chloro-4-((3-nitrophenyl)amino)pyrimidine-5-carboxylic acid ethyl ester C(C)OC(=O)C=1C(=NC(=NC1)Cl)NC1=CC(=CC=C1)[N+](=O)[O-]